3-bromo-1-methyl-2-pyridone BrC=1C(N(C=CC1)C)=O